C(CCC)C1=NC=2C(=C3C(=NC2N)C=C(S3)C3CCN(CC3)CCOC)N1CC1CCNCC1 2-butyl-1-(hexahydropyridin-4-ylmethyl)-7-[1-(2-methoxyethyl)hexahydropyridin-4-yl]thieno[3,2-b]imidazo[4,5-d]pyridine-4-amine